4-(3-(3-amino-3-methyl-2-oxoindolin-1-yl)-4-fluorobenzyl)-7-fluorophthalazin-1(2H)-one NC1(C(N(C2=CC=CC=C12)C=1C=C(CC2=NNC(C3=CC(=CC=C23)F)=O)C=CC1F)=O)C